sodium methacrylate phosphate P(=O)([O-])(O)O.C(C(=C)C)(=O)O.[Na+]